C(#N)C=1C=C(C=CC1N1CCN(CC1)C)NC(=O)C=1C(NC=CC1NC1=C(C2=C(OC(CN2)C)N=C1)C)=O N-(3-cyano-4-(4-methylpiperazin-1-yl)phenyl)-4-((3,8-dimethyl-2,3-dihydro-1H-pyrido[2,3-b][1,4]oxazin-7-yl)amino)-2-oxo-1,2-dihydropyridine-3-carboxamide